4-(3-Chloroanilino)-2'-[(2R)-3-(3,5-dimethyl-4-oxo-5,6,7,8-tetrahydroquinolin-1(4H)-yl)-2-methylpropyl]-2',3'-dihydrospiro[cyclohexane-1,1'-indene]-4-carboxylic acid methyl ester COC(=O)C1(CCC2(C(CC3=CC=CC=C23)C[C@H](CN2C=C(C(C=3C(CCCC23)C)=O)C)C)CC1)NC1=CC(=CC=C1)Cl